[Si](C)(C)(C(C)(C)C)OCCOCC1CCC=2C(=C(C=C(C2C1=O)NC(C)=O)F)C N-(7-((2-((tert-butyldimethylsilyl)oxy)ethoxy)methyl)-3-fluoro-4-methyl-8-oxo-5,6,7,8-tetrahydronaphthalen-1-yl)acetamide